5,10,15,20-tetra-(4-ethylphenyl)porphyrin C(C)C1=CC=C(C=C1)C=1C2=CC=C(N2)C(=C2C=CC(C(=C3C=CC(=C(C=4C=CC1N4)C4=CC=C(C=C4)CC)N3)C3=CC=C(C=C3)CC)=N2)C2=CC=C(C=C2)CC